O=C1NC(CCC1NC1=CC=C(C=C1)N1CCC(CC1)CC(=O)OCC1=CC=CC=C1)=O benzyl 2-[1-[4-[(2,6-dioxo-3-piperidyl)amino]phenyl]-4-piperidyl]acetate